ClC1=CC(=C(OCC(=O)O)C=C1)C (4-chloro-2-methylphenoxy)acetic acid